5-((3-((S)-sec-butyl)-6-(1-((1S,3R)-3-((R)-3-fluoropiperidin-1-yl)cyclobutyl)-2-oxospiro[indolin-3,4'-piperidin]-6-yl)-3H-imidazo[4,5-c]pyridin-4-yl)amino)-N,2-dimethylbenzamide [C@H](C)(CC)N1C=NC2=C1C(=NC(=C2)C2=CC=C1C(=C2)N(C(C12CCNCC2)=O)C2CC(C2)N2C[C@@H](CCC2)F)NC=2C=CC(=C(C(=O)NC)C2)C